C(OC(C(C)C)C1=C(C=C(C(=C1)OC)OC)[N+](=O)[O-])(ON1C(CCC1=O)=C)=O 1-(4,5-dimethoxy-2-nitrophenyl)-2-methylpropyl (2-methylene-5-oxopyrrolidine-1-yl) carbonate